tert-Butyl (R)-3,4-dichloro-12-oxo-1-(5-azaspiro[2.4]heptan-5-yl)-6a,7,9,10-tetrahydro-12H-pyrazino[2,1-c]pyrido[3,4-f][1,4]oxazepine-8(6H)-carboxylate ClC1=C(C2=C(C(N3[C@@H](CO2)CN(CC3)C(=O)OC(C)(C)C)=O)C(=N1)N1CC3(CC3)CC1)Cl